(2R)-2-(iodomethyl)-1,4-dioxane IC[C@@H]1OCCOC1